N1(CCCCC1)C(=O)C=1C=NN2C1C=CC=C2C2=CC=C(C=C2)C2=NOC(N2)=O 3-(4-(3-(piperidine-1-carbonyl)pyrazolo[1,5-a]Pyridin-7-yl)phenyl)-1,2,4-oxadiazole-5(4H)-one